COC1=C(C(=O)OC)C(=CC=N1)C methyl 2-methoxy-4-methylnicotinate